3,5-dimethyl-4-(4,4,5,5-tetramethyl-1,3,2-dioxaborolan-2-yl)isothiazole CC1=NSC(=C1B1OC(C(O1)(C)C)(C)C)C